BrC=1C(=NN2C1COC(C2)C2CC2)C2=NC=C(C=C2)F 3-Bromo-6-cyclopropyl-2-(5-fluoropyridin-2-yl)-6,7-dihydro-4H-pyrazolo[5,1-c][1,4]oxazine